1-[(3s,5r)-1-(but-2-ynyl)-5-(methoxymethyl)pyrrolidin-3-yl]-3-[2-(1-ethyl-4,6-difluoro-1,3-benzodiazol-5-yl)ethynyl]-5-(methylamino)pyrazole-4-carboxamide C(C#CC)N1C[C@H](C[C@@H]1COC)N1N=C(C(=C1NC)C(=O)N)C#CC1=C(C2=C(N(C=N2)CC)C=C1F)F